C(CCCCC)C1NCNC1CCCCCC 4,5-dihexylimidazolidine